(1R,3r,5S)-8-(tert-butoxycarbonyl)-8-azabicyclo[3.2.1]octan-3-yl 5-cyclopropyl-3-(spiro[2.5]octan-6-yl)isoxazole-4-carboxylate C1(CC1)C1=C(C(=NO1)C1CCC2(CC2)CC1)C(=O)OC1C[C@H]2CC[C@@H](C1)N2C(=O)OC(C)(C)C